FC1=C2C(CC(OC2=C(C=C1)C(F)(F)F)(C)C)NC(=O)[C@H]1[C@@H](C1)[C@H](N1C(NC(CC1=O)(C)C)=[NH2+])C=1C=[NH+]C=CC1 [1-[(S)-[(1R,2R)-2-[[5-fluoro-2,2-dimethyl-8-(trifluoromethyl)chroman-4-yl]carbamoyl]cyclopropyl]-pyridin-1-ium-3-yl-methyl]-4,4-dimethyl-6-oxo-hexahydropyrimidin-2-ylidene]ammonium